[C@H]12CC(C[C@H](CC1)N2)N2CCC1=C2N=NC(=C1)C1=C(C=C(C=C1)C=1C=NN(C1)C)O 2-(7-((1R,3s,5S)-8-azabicyclo[3.2.1]octan-3-yl)-6,7-dihydro-5H-pyrrolo[2,3-c]pyridazin-3-yl)-5-(1-methyl-1H-pyrazol-4-yl)phenol